2-{1-(4-chlorophenyl)-5-oxo-3-[2-(4-pyridinyl)ethyl]-2-thioxo-4-imidazolidinyl}-N-(4-methoxyphenyl)acetamide ClC1=CC=C(C=C1)N1C(N(C(C1=O)CC(=O)NC1=CC=C(C=C1)OC)CCC1=CC=NC=C1)=S